(S)-3-hydroxy-2-methylalanine OC[C@](N)(C(=O)O)C